C1(CC1)NCCC1=CC=C(C=C1)SC(F)(F)F cyclopropyl{[4-(trifluoromethylthio)phenyl]ethyl}amine